ClC=1C=C(C=CC1Cl)NC=1C=C2C3=C(N(C2=CC1)CCNC(=N)N)N=CC=C3 1-(2-(6-((3,4-Dichlorophenyl)amino)-9H-pyrido[2,3-b]indol-9-yl)ethyl)guanidine